2-[(1S)-1-[3-(2-bromo-4-pyridinyl)isoxazol-5-yl]ethyl]isoindoline-1,3-dione BrC1=NC=CC(=C1)C1=NOC(=C1)[C@H](C)N1C(C2=CC=CC=C2C1=O)=O